5-(diphenylamino)thiophene-2-carbaldehyde C1(=CC=CC=C1)N(C1=CC=C(S1)C=O)C1=CC=CC=C1